methyl sulfide CSC